C1(=CC=CC=C1)C1=NC(=NC(=N1)C1=CC=CC=C1)C1=CC=C(C=C1)N1C2=CC=CC=C2C=2C=C(C=CC12)N1C2=CC=C(C=C2C=2C=C(C=CC12)C1=CC=CC=C1)C1=CC=CC=C1 9-(4-(4,6-Diphenyl-1,3,5-triazin-2-yl)phenyl)-3',6'-diphenyl-9H-3,9'-bicarbazole